methyl 1-(4-((2R,4S)-1-([1,3]dioxolo[4,5-c]pyridin-4-ylmethyl)-4-fluoropyrrolidine-2-carboxamido)phenyl)cyclopropane-1-carboxylate O1COC=2C(=NC=CC21)CN2[C@H](C[C@@H](C2)F)C(=O)NC2=CC=C(C=C2)C2(CC2)C(=O)OC